tert-butyl (4-amino-2-methylcyclohexyl)carbamate NC1CC(C(CC1)NC(OC(C)(C)C)=O)C